CN(C1CCN(CC1)C(CC(C12CC(C1)(C2)C2=CC=C(C=C2)F)NC(C2=CN=CC=C2)=O)=O)C N-(3-(4-(dimethylamino)piperidin-1-yl)-1-(3-(4-fluorophenyl)bicyclo[1.1.1]pentan-1-yl)-3-oxopropyl)nicotinamide